Furo[3,2-b]Pyridin O1C=CC2=NC=CC=C21